OC1(CC(C1)N1C(C(=CC2=C1N=C(N=C2)S(=O)(=O)C)N2CCN(C1=C(C=CC=C21)C)C(=O)OC(C)(C)C)=O)C tert-butyl 4-[8-(3-hydroxy-3-methyl-cyclobutyl)-2-methylsulfonyl-7-oxo-pyrido[2,3-d]pyrimidin-6-yl]-8-methyl-2,3-dihydroquinoxaline-1-carboxylate